NC1=NC=C(C=C1O[C@H](C)C=1C=C(C=CC1)NC(=O)C=1C=C2COCC2=CC1)Cl (R)-N-(3-(1-((2-amino-5-chloropyridin-3-yl)oxy)ethyl)phenyl)-1,3-dihydroisobenzofuran-5-carboxamide